3-(4-chlorophenyl)-N-(1-(pyridin-4-yl)-1H-pyrazol-4-yl)propanamide ClC1=CC=C(C=C1)CCC(=O)NC=1C=NN(C1)C1=CC=NC=C1